1-acetyl-2H-indol-3-one C(C)(=O)N1CC(C2=CC=CC=C12)=O